C(CC)C1=CC=C(C2=CC=CC=C12)N(C)C 4-propyl-N,N-dimethylnaphthalene-1-amine